FC1=C(C=C2C(=CN(C(C2=C1)=O)C1=C(C=CC=C1)C)C(C)C)C1=NN(C(=N1)CO)C 7-Fluoro-6-(5-(hydroxymethyl)-1-methyl-1H-1,2,4-triazol-3-yl)-4-isopropyl-2-(o-tolyl)isoquinolin-1(2H)-one